Cl.Cl.O1C[C@H](CC1)NC=1C=CC=C2CCNCC12 (S)-N-(tetrahydrofuran-3-yl)-1,2,3,4-tetrahydroisoquinolin-8-amine dihydrochloride